BrC=1C=CC(=C2C1NC1=C2CCN2C[C@H]([C@H](CC12)/C(/C(=O)OC)=C\OC)CC)OC Methyl (E)-2-((2S,3S)-11-bromo-3-ethyl-8-methoxy-1,2,3,4,6,7,12,12b-octahydroindolo[2,3-a]quinolizin-2-yl)-3-methoxyacrylate